3-(5-bromo-2-chloro-3-thienyl)-1,4-oxazepan-4-carboxylic acid tert-butyl ester C(C)(C)(C)OC(=O)N1C(COCCC1)C1=C(SC(=C1)Br)Cl